ethyl-1-cyclopentyl-1H-imidazole-4-aminium chloride [Cl-].C(C)C=1N(C=C(N1)[NH3+])C1CCCC1